4-(3,4-dihydroquinolin-1(2H)-ylsulfonyl)-N-(3-methoxyphenyl)benzamide tert-butyl-[3-cyclopropyl-5-oxo-8-(propan-2-yl)pyrazolo[1,5-a]pyrido[3,2-e]pyrimidin-4(5H)-yl]acetate C(C)(C)(C)OC(CN1C=2N(C3=C(C1=O)C=CC(=N3)C(C)C)N=CC2C2CC2)=O.N2(CCCC3=CC=CC=C23)S(=O)(=O)C2=CC=C(C(=O)NC3=CC(=CC=C3)OC)C=C2